(S)-2-(1-(Cyclohexylsulfonyl)piperidin-2-yl)-5-methyl-thiazole-4-carboxylic acid C1(CCCCC1)S(=O)(=O)N1[C@@H](CCCC1)C=1SC(=C(N1)C(=O)O)C